NC1CN(CC1)C=1C=2N(C=C(C1)C=1C=NN(C1)C)N=CC2C#N 4-(3-Aminopyrrolidin-1-yl)-6-(1-methyl-1H-pyrazol-4-yl)pyrazolo[1,5-a]pyridine-3-carbonitrile